CN1C=CC(=C1)C(F)(F)F 1-methyl-4-(trifluoromethyl)-1H-pyrrole